NC1=C2C(=NC=N1)N(N=C2C)C(C)C2=C(C(=C(C#N)C(=C2)Cl)C2CNC2)OCC 4-[1-(4-Amino-3-methyl-1H-pyrazolo[3,4-d]pyrimidin-1-yl)ethyl]-2-azetidin-3-yl-6-chloro-3-ethoxybenzonitrile